FC(C(C)(C)N)(F)F 2-trifluoromethylpropan-2-amine